ClC=1C=C(C=CC1)N1C=C(C2=C1N=CN=C2N2[C@H](CN(CC2)C(=O)OC(C)(C)C)C)N(C)C2CC2 tert-butyl (S)-4-(7-(3-chlorophenyl)-5-(cyclopropyl (methyl) amino)-7H-pyrrolo[2,3-d]pyrimidin-4-yl)-3-methylpiperazine-1-carboxylate